BrC=1C=CC2=C(OC3(CC3)CO2)C1 7-bromo-3H-spiro[benzo[b][1,4]dioxine-2,1'-cyclopropane]